6-(2-(m-Tolyl)-5,6-dihydro-4H-pyrrolo[1,2-b]pyrazol-3-yl)quinoline C1(=CC(=CC=C1)C=1C(=C2N(N1)CCC2)C=2C=C1C=CC=NC1=CC2)C